5-amino-1-[(1-methyltetrazol-5-yl)methyl]triazole-4-carboxamide NC1=C(N=NN1CC1=NN=NN1C)C(=O)N